(3-methyl-4-{2-[3-(trifluoromethyl)phenyl]-4,5,6,7-tetrahydropyrazolo[1,5-a]pyrazin-3-yl}-1H-pyrrolo[2,3-b]pyridin-1-yl)methanol CC1=CN(C2=NC=CC(=C21)C=2C(=NN1C2CNCC1)C1=CC(=CC=C1)C(F)(F)F)CO